5-methoxycarbonylbicyclo[2.2.2]octane-2-carboxylic acid COC(=O)C1C2CC(C(C1)CC2)C(=O)O